N-(2-methoxy-4-nitrophenyl)-2-fluorobenzamide COC1=C(C=CC(=C1)[N+](=O)[O-])NC(C1=C(C=CC=C1)F)=O